C(C=C)(=O)NCCOCCOCCC(=O)O 3-(2-(2-acrylamidoethoxy)ethoxy)propionic acid